1,1-difluoro-3-phenyl-2-cyclobutene FC1(C=C(C1)C1=CC=CC=C1)F